N1(CCC1)CCNC=1N=C(N=NC1CC1=CC(=CC=C1)C)CC N-(2-(azetidin-1-yl)ethyl)-3-ethyl-6-(3-methylbenzyl)-1,2,4-triazin-5-amine